3-chloro-5-[(5S)-3-oxo-5-phenyl-6,7-dihydro-3H-pyrrolo[2,1-c][1,2,4]triazol-2(5H)-yl]benzonitrile ClC=1C=C(C#N)C=C(C1)N1N=C2N(C1=O)[C@@H](CC2)C2=CC=CC=C2